3-(5-(4-(((2-methylbenzyl)amino)methyl)pyridin-2-yl)-1-oxoisoindolin-2-yl)piperidine-2,6-dione CC1=C(CNCC2=CC(=NC=C2)C=2C=C3CN(C(C3=CC2)=O)C2C(NC(CC2)=O)=O)C=CC=C1